6-(2-methylaminopropyl)benzofuran CNC(CC1=CC2=C(C=CO2)C=C1)C